2-hydroxy-3-(2-propenoxy)-propanesulfonic acid OC(CS(=O)(=O)O)COCC=C